[Sn].[Ni].[Ti] titanium-nickel-tin